BrC=1C(=C(C(=O)N(C2=CC=NN2C)C)C=C(C1)C)I 3-bromo-2-iodo-N,5-dimethyl-N-(1-methyl-1H-pyrazol-5-yl)benzamide